[Na+].OCCN(CCS(=O)(=O)[O-])CCO N,N-bis(2-hydroxyethyl)-2-aminoethanesulfonate sodium salt